[N-]=[N+]=[N-] Azid